((2-chloro-3-(1-methyl-1H-pyrazol-3-yl)phenyl)mercapto)-5-iodopyrimidine ClC1=C(C=CC=C1C1=NN(C=C1)C)SC1=NC=C(C=N1)I